mono-cetyl itaconate C(C(=C)CC(=O)[O-])(=O)OCCCCCCCCCCCCCCCC